NC1=C(N=CC(=N1)N1CCC2([C@@H]([C@@H](OC2)C)N)CC1)SC1=CC=NC2=C1OCC1(N2C)CCC1 (3S,4S)-8-(6-amino-5-((4'-methyl-2'H,4'H-spiro[cyclobutane-1,3'-pyrido[3,2-b][1,4]oxazin]-8'-yl)thio)pyrazin-2-yl)-3-methyl-2-oxa-8-azaspiro[4.5]decan-4-amine